FC(N1N=C(C(=C1)F)[S@](=O)(N)=NC(NC1=C2CCCC2=CC=2CCCC12)=O)F (S)-1-(difluoromethyl)-4-fluoro-N'-((1,2,3,5,6,7-hexahydro-s-indacen-4-yl)carbamoyl)-1H-pyrazole-3-sulfonimidamide